6-(4-amino-1-(tert-butyl)-1H-pyrazolo[3,4-d]pyrimidin-3-yl)-N-methoxy-1H-indole-2-carboxamide NC1=C2C(=NC=N1)N(N=C2C2=CC=C1C=C(NC1=C2)C(=O)NOC)C(C)(C)C